C1(CC1)NC(=O)C=1C=C(C2=C([C@@H](CO2)C2CCOCC2)C1)C(=O)NC |o1:11| (S*)-N5-Cyclopropyl-N7-methyl-3-(tetrahydro-2H-pyran-4-yl)-2,3-dihydrobenzofuran-5,7-dicarboxamid